1-(4-piperidinyl)-3-pyrrolidinol N1CCC(CC1)N1CC(CC1)O